2-(2,4-dichlorophenyl)-3-cyano-4-methyl-6-methoxyquinoline ClC1=C(C=CC(=C1)Cl)C1=NC2=CC=C(C=C2C(=C1C#N)C)OC